tert-butyl 3-(4-pyridazin-3-yl-6-thioxo-pyridazin-1-yl)propanoate N1=NC(=CC=C1)C=1C=NN(C(C1)=S)CCC(=O)OC(C)(C)C